C(C)(C)C1=NN(C(C=2N1C1=C(C2)SC(=N1)C)=O)CC(=O)NC1CCCCC1 (1r,4r)-4-(2-(5-Isopropyl-2-methyl-8-oxothiazolo[5',4':4,5]pyrrolo[1,2-d][1,2,4]triazin-7(8H)-yl)acetamido)cyclohexan